tert-Butyl 4-[[4-chloro-2-[3-[methyl-(2-methylimidazo[1,2-a]pyridin-6-yl)carbamoyl]phenyl]-5-(trifluoromethyl)pyrazol-3-yl]methoxy]benzoate ClC1=C(N(N=C1C(F)(F)F)C1=CC(=CC=C1)C(N(C=1C=CC=2N(C1)C=C(N2)C)C)=O)COC2=CC=C(C(=O)OC(C)(C)C)C=C2